[C-]#N.C(C)[NH+]1C(CCCC1)CC 1,2-diethylpiperidinium cyanide